(3S)-8-methyl-5-oxo-6-phenyl-3-pyrimidin-5-yl-2,3-dihydrothiazolo[3,2-a]pyrimidin-8-ium C[N+]1=C2N(C(C(=C1)C1=CC=CC=C1)=O)[C@H](CS2)C=2C=NC=NC2